C[Si](CCOCN1C(CCCC1=O)=O)(C)C 1-{[2-(trimethylsilyl)ethoxy]methyl}piperidine-2,6-dione